N1(C(CCC=C1)N1N=CC=2C(=CC=CC12)C(=O)[O-])N1C(CCC=C1)N1CCCC=C1 1-(ter-tetrahydropyridin-2-yl)-1H-indazole-4-carboxylate